(3R)-3-[5-bromo-6-[2-cyano-3-[[ethyl(methyl)sulfamoyl]amino]-6-fluoro-phenoxy]-4-oxo-quinazolin-3-yl]-1-oxa-8-azaspiro[4.5]decane BrC1=C2C(N(C=NC2=CC=C1OC1=C(C(=CC=C1F)NS(N(C)CC)(=O)=O)C#N)[C@H]1COC2(C1)CCNCC2)=O